FC1=NC(=C(C=C1F)F)F 2,3,5,6-tetrafluoropyridine